(R)-5-(2-{[2-(2-Ethoxyphenoxy)ethyl]amino}propyl)-2-methoxybenzene-1-sulfonamide C(C)OC1=C(OCCN[C@@H](CC=2C=CC(=C(C2)S(=O)(=O)N)OC)C)C=CC=C1